BrC1=C(C=C(C=C1OC)C=1CCCN1)OC 5-(4-bromo-3,5-dimethoxyphenyl)-3,4-dihydro-2H-pyrrole